1-bromo-2-(difluoromethyl)-3,4-difluorobenzene BrC1=C(C(=C(C=C1)F)F)C(F)F